FC=1C=C(C=CC1OC1CCN(CC1)C)NC1=NC=C(C(=N1)N1OCCC1C1=CC=CC=C1)C(F)(F)F N-(3-fluoro-4-((1-methylpiperidin-4-yl)oxy)phenyl)-4-(3-phenylisoxazolidin-2-yl)-5-(trifluoromethyl)pyrimidin-2-amine